5-cyano-1H-indole-2-carboxylic acid C(#N)C=1C=C2C=C(NC2=CC1)C(=O)O